(3aR,5S,6aS)-N-[1-(2,2-difluoroethyl)-1H-pyrazolo[3,4-b]pyrazin-6-yl]-2-[5-(trifluoromethyl)pyridin-3-yl]-octahydrocyclopenta[c]pyrrol-5-amine FC(CN1N=CC=2C1=NC(=CN2)NC2C[C@@H]1[C@@H](CN(C1)C=1C=NC=C(C1)C(F)(F)F)C2)F